4-benzyloxy-6-isopropoxybenzo[b]thiophene-2-carboxylic acid methyl ester COC(=O)C1=CC2=C(S1)C=C(C=C2OCC2=CC=CC=C2)OC(C)C